O[C@H](CCNC(=O)N1CC=2C=NC=CC2C1)CN1CCN(CC1)C1=C(C=CC=C1)OC (R)-N-(3-Hydroxy-4-(4-(2-methoxyphenyl)piperazin-1-yl)butyl)-1,3-dihydro-2H-pyrrolo[3,4-c]pyridine-2-carboxamide